C(CCCCC)N1C2=CC=C(C=C2C=2C=C(C=CC12)N)N N-hexyl-3,6-diaminocarbazole